BrC1=CC=C(C=C1)C(C=CC1=CC=CC=C1)=O 1-(4-bromophenyl)-3-phenylprop-2-en-1-one